methyl-1-N-(4-cyano-2-fluorophenyl)-1H-pyrrole-3-sulfonamide CC=1N(C=CC1S(=O)(=O)N)C1=C(C=C(C=C1)C#N)F